NC1=C(C=NN1CC(F)F)S(=O)(=O)NC=1C=CC(C2=CCNC12)(F)C#N 5-amino-N-(4-cyano-4-fluoro-1H-indol-7-yl)-1-(2,2-difluoroethyl)pyrazole-4-sulfonamide